ClC1=CC(=CC(=N1)N1C(C2=CC(=CC=C2C1)C1(CC(C1)(F)F)CC1=NN=CN1C)=O)CN1C[C@H](CCC1)C (S)-2-(6-Chloro-4-((3-methylpiperidin-1-yl)methyl)pyridin-2-yl)-6-(3,3-difluoro-1-((4-methyl-4H-1,2,4-triazol-3-yl)methyl)cyclobutyl)isoindolin-1-one